ClC=1C(=NC=C(C1)Cl)CN1CCC2(CC1)C(NC1=CC=C(C=C12)C(=O)OC)=O methyl 1'-[(3,5-dichloro-2-pyridyl)methyl]-2-oxospiro[indoline-3,4'-piperidine]-5-carboxylate